isobutyl cetyloxy phosphate P(=O)(OCC(C)C)(OOCCCCCCCCCCCCCCCC)[O-]